3-benzyl-7-(2-methyl-2H-tetrazol-5-yl)-N-(3-(piperidin-1-yl)propyl)-5H-pyrido[4,3-b]indol-1-amine C(C1=CC=CC=C1)C1=CC=2NC=3C=C(C=CC3C2C(=N1)NCCCN1CCCCC1)C=1N=NN(N1)C